[2-chloro-3-(difluoromethoxy)phenyl]-[rac-(7R,9aR)-7-(4-chlorophenyl)-7-hydroxy-3,4,6,8,9,9a-hexahydro-1H-pyrido[1,2-a]pyrazin-2-yl]methanone ClC1=C(C=CC=C1OC(F)F)C(=O)N1C[C@@H]2N(CC1)C[C@](CC2)(O)C2=CC=C(C=C2)Cl |r|